1-[3-(4-Hydroxy-5-methyl-2-pent-3-ynyl-pyrazol-3-yl)-1H-1,2,4-triazol-5-yl]-5-methyl-pyrazolo[3,4-c]pyridine-3-carboxamide OC1=C(N(N=C1C)CCC#CC)C1=NNC(=N1)N1N=C(C=2C1=CN=C(C2)C)C(=O)N